(5R)-2-[1-(2-Hydroxy-ethyl)pyrazol-4-yl]-5-methyl-6,7-dihydro-5H-pyrazolo[5,1-b][1,3]oxazine-3-carboxylic acid OCCN1N=CC(=C1)C1=NN2C(O[C@@H](CC2)C)=C1C(=O)O